(3-amino-6-chloropyrazin-2-yl)(phenyl)methanone NC=1C(=NC(=CN1)Cl)C(=O)C1=CC=CC=C1